4-(2-chloro-4-cyanophenyl)-thiophene-2-carbaldehyde ClC1=C(C=CC(=C1)C#N)C=1C=C(SC1)C=O